C(C)(C)(C)OC(=O)N1CC=2N(C(C1)C)N=C(C2C2=CC=NC=C2)Br tert-butyl-2-bromo-7-methyl-3-(pyridin-4-yl)-6,7-dihydropyrazolo[1,5-a]pyrazine-5(4H)-carboxylate